ClC1=C(C(=CC=C1)Cl)C1=NOC(=C1C(=O)OC1C[C@H]2CC[C@@H](C1)N2C(=O)OC(C)(C)C)C2(CC2)F tert-Butyl (1R,3R,5S)-3-[[3-(2,6-dichlorophenyl)-5-(1-fluorocyclopropyl)-1,2-oxazol-4-yl]carbonyloxy]-8-azabicyclo[3.2.1]octane-8-carboxylate